4-(4-amino-6-(4-methacrylamido-phenyl)-7-methyl-7H-pyrrolo[2,3-d]pyrimidin-5-yl)-N-(cyclobutylmethyl)-2-methoxybenzamide NC=1C2=C(N=CN1)N(C(=C2C2=CC(=C(C(=O)NCC1CCC1)C=C2)OC)C2=CC=C(C=C2)NC(C(=C)C)=O)C